Ethyl 3-((2-trifluoromethyl-2-propoxyethyl) amino)-1H-pyrrole-2-carboxylate FC(C(CNC1=C(NC=C1)C(=O)OCC)OCCC)(F)F